(1S,6S)-2,8-diazabicyclo[4.3.0]-3-nonene [C@@H]12NC=CC[C@H]2CNC1